(S)-4-(5-(1-amino-3-(hydroxymethyl)cyclobutyl)-1,3,4-oxadiazol-2-yl)-4-(3-((S)-1-carboxy-2-hydroxyethyl)ureido)butanoic acid NC1(CC(C1)CO)C1=NN=C(O1)[C@H](CCC(=O)O)NC(=O)N[C@@H](CO)C(=O)O